6-Methoxy-3-[[(1R)-1-(3,6-dimethyl-4-oxo-2-phenyl-chromen-8-yl)ethyl]amino]pyridine-2-carboxylic acid COC1=CC=C(C(=N1)C(=O)O)N[C@H](C)C=1C=C(C=C2C(C(=C(OC12)C1=CC=CC=C1)C)=O)C